ethyl 3-(furan-2-yl)-2-oxopropionate O1C(=CC=C1)CC(C(=O)OCC)=O